ClC1=CC=C(C=C1)C=1NC2=CC=CC=C2C1 2-(4-chlorophenyl)-indole